1-(3-(3-((3,3-difluorocyclobutyl)ethynyl)-1H-pyrazolo[3,4-b]pyridin-1-yl)azetidin-1-yl)prop-2-en-1-one FC1(CC(C1)C#CC1=NN(C2=NC=CC=C21)C2CN(C2)C(C=C)=O)F